(1R,2S,5S)-8-((benzyloxy)carbonyl)-3-(diphenylcarbamoyl)-3,8-diazabicyclo[3.2.1]octane-2-carboxylic acid C(C1=CC=CC=C1)OC(=O)N1[C@H]2[C@H](N(C[C@@H]1CC2)C(N(C2=CC=CC=C2)C2=CC=CC=C2)=O)C(=O)O